CN(S(=O)(=O)C1=CC=C(C=C1)S(=O)(=O)NC1=C(C=CC=C1)N1CC(CCC1)COC1=CC=CC=C1)C N1,N1-dimethyl-N4-(2-(3-(phenoxymethyl)piperidin-1-yl)phenyl)benzene-1,4-disulfonamide